5-(2-bromophenyl)-2-mercapto-1,3,4-oxadiazole BrC1=C(C=CC=C1)C1=NN=C(O1)S